4-cyclopropyl-2-[[(3S)-3-methylpiperidin-1-yl]methyl]-1-(2-trimethylsilyl-ethoxymethyl)-6H-pyrrolo[2,3-c]pyridin-7-one C1(CC1)C=1C2=C(C(NC1)=O)N(C(=C2)CN2C[C@H](CCC2)C)COCC[Si](C)(C)C